ClC1=C(C=CC=C1)N1C(N=C(C2=CC(=C(C=C12)C1CC1)C#N)N[C@@H]1[C@H](CC1)O)=O 1-(2-chlorophenyl)-7-cyclopropyl-4-(((1S,2S)-2-hydroxycyclobutyl)amino)-2-oxo-1,2-dihydroquinazoline-6-carbonitrile